2,2',2'',2'''-((2S,5S,8S,11S)-2,5,8,11-tetra((R)-sec-butyl)-1,4,7,10-tetraazacyclododecane-1,4,7,10-tetrayl)tetraacetic acid [C@@H](C)(CC)[C@@H]1N(C[C@@H](N(C[C@@H](N(C[C@@H](N(C1)CC(=O)O)[C@H](C)CC)CC(=O)O)[C@H](C)CC)CC(=O)O)[C@H](C)CC)CC(=O)O